ClC=1C(=NC(=NC1)N[C@H]1CN(CC1)C(=O)C1=CC=C(C=C1)NC(C=C)=O)OC (R)-N-(4-(3-((5-chloro-4-methoxypyrimidin-2-yl)amino)pyrrolidine-1-carbonyl)phenyl)acrylamide